BrC1=C(C=C(C=C1)Cl)C1=NN=NN1C 5-(2-bromo-5-chlorophenyl)-1-methyl-1H-tetrazole